7-(2-Bromo-5-methoxy-4-nitrophenyl)-2,7-diazaspiro[3.5]nonane-2-carboxylic acid tert-butyl ester C(C)(C)(C)OC(=O)N1CC2(C1)CCN(CC2)C2=C(C=C(C(=C2)OC)[N+](=O)[O-])Br